monoethylene glycol monoethyl ether C(C)OCCO